C(C)(C)(C)OC(NC1=CC(=NC(=C1)NC1=C(C(=CC=C1)C)O)C(NC1CC2=CC=CC=C2C1)=O)=O (2-((2,3-Dihydro-1H-inden-2-yl)carbamoyl)-6-((2-hydroxy-3-methylphenyl)-amino)pyridin-4-yl)carbamic acid tert-butyl ester